CS(=O)(=O)C1=CC=C(C(=O)OCC)C=C1 ethyl 4-(methylsulfonyl)benzoate